3-[4-fluoro-3-methyl-2-oxo-5-[1-(4-piperidylmethyl)-4-piperidyl]benzimidazol-1-yl]piperidine-2,6-dione FC1=C(C=CC=2N(C(N(C21)C)=O)C2C(NC(CC2)=O)=O)C2CCN(CC2)CC2CCNCC2